methyl (2S)-2-[[(2S)-3-(2,2-difluorocyclopropyl)-2-[(4-methoxy-1H-indole-2-carbonyl)amino]propanoyl]amino]-3-[(3S)-2-oxo-3-piperidyl]propanoate FC1(C(C1)C[C@@H](C(=O)N[C@H](C(=O)OC)C[C@H]1C(NCCC1)=O)NC(=O)C=1NC2=CC=CC(=C2C1)OC)F